ClC1=CC(=C(C=C1)C1=NC(=CC(=C1C=C)C(=O)OCC)N1CC(OCC1)C=1C=NN(C1)C1CC1)F ethyl 2-(4-chloro-2-fluoro-phenyl)-6-[2-(1-cyclopropylpyrazol-4-yl) morpholin-4-yl]-3-vinyl-pyridine-4-carboxylate